BrC1=C(C(=O)NS(=O)(=O)C2=CC(=C(C=C2)NCC2CCC(CC2)(C)O)[N+](=O)[O-])C=CC(=C1)N1CCC2(CC(C2)=O)CC1 2-bromo-N-[3-nitro-4-({[(1r,4r)-4-hydroxy-4-methylcyclohexyl]methyl}amino)benzenesulfonyl]-4-{2-oxo-7-azaspiro[3.5]nonan-7-yl}benzamide